Methyl 2-(N-((6'-cyano-[1,1':3',1''-terphenyl]-4-yl)methyl)pentanamido)-2-methylpropanoate C(#N)C1=CC=C(C=C1C1=CC=C(C=C1)CN(C(CCCC)=O)C(C(=O)OC)(C)C)C1=CC=CC=C1